S1C2=C(C=C1)C(=CC=C2)N2CCN(CC2)CCCCOC2=CC=C1C=CC(N(C1=C2)C(CCC\C=C/C\C=C/C\C=C/C\C=C/C\C=C/CCC)=O)=O 7-(4-(4-(benzo[b]thiophen-4-yl)piperazin-1-yl)butoxy)-1-(5Z,8Z,11Z,14Z,17Z)-henicosa-5,8,11,14,17-pentaenoylquinolin-2(1H)-one